5-(2-fluoro-6-hydroxy-3-(3-methylisothiazol-5-yl)phenyl)-1,2,5-thiadiazolidin-3-one 1,1-dioxide FC1=C(C(=CC=C1C1=CC(=NS1)C)O)N1CC(NS1(=O)=O)=O